C[C@]12OC(C[C@@H]1[C@]1(CCCC([C@@H]1CC2)(C)C)C)=O |r| (+/-)-(3aR,5aS,9aS,9bR)-3a,6,6,9a-tetramethyldecahydronaphtho[2,1-b]furan-2(1H)-one